N,N'-bis(1-naphthyl)-N,N'-diphenyl-1,1-biphenyl-4,4'-diamine C1(=CC=CC2=CC=CC=C12)N(C1=CC=C(C=C1)C1=CC=C(C=C1)N(C1=CC=CC=C1)C1=CC=CC2=CC=CC=C12)C1=CC=CC=C1